6,6-difluoro-1,4-oxazepan FC1(CNCCOC1)F